C1(CC1)COC=1C=C(C=CC1)C1=CC=C(C=C1)OC=1N=NNC1C(=O)O 4-((3'-(cyclopropylmethoxy)-[1,1'-biphenyl]-4-yl)oxy)-1H-1,2,3-triazole-5-carboxylic acid